C(C)(C)(C)N(C(=O)OCCCC=1C=C(C=CC1)C1=CC=CC=C1)[C@@H]1CNC[C@H]1OC 3-([1,1'-biphenyl]-3-yl)propan-1-ol tert-butyl-((3R,4R)-4-methoxypyrrolidin-3-yl)carbamate